FC=1C=C(C=C(C1)F)N1N=C2C(=C1)CNC2 2-(3,5-difluorophenyl)-2,4,5,6-tetrahydropyrrolo[3,4-c]pyrazole